1-(4-(4-fluorophenyl)-3,4-dihydroquinoxalin-1(2H)-yl)-2-(4-methylpiperazin-1-yl)propan-1-one FC1=CC=C(C=C1)N1CCN(C2=CC=CC=C12)C(C(C)N1CCN(CC1)C)=O